5-(4-isobutoxybenzyl)-5-azaspiro[2.5]octan-6-one C(C(C)C)OC1=CC=C(CN2CC3(CC3)CCC2=O)C=C1